COC(/C(=C\C1=NN(C=C1)CC1=CC=C(C=C1)OC)/NC(=O)OC(C)(C)C)=O (E)-2-((Boc)amino)-3-(1-(4-methoxybenzyl)-1H-pyrazol-3-yl)acrylic acid methyl ester